3-methyl-5-(chloromethyl)-1,2,4-oxadiazole CC1=NOC(=N1)CCl